(R)-N4-(4-([1,2,4]triazolo[4,3-c]pyrimidin-7-yloxy)-3-methyl-phenyl)-N6-(4-isopropyl-4,5-dihydrooxazol-2-yl)quinazoline-4,6-diamine N=1N=CN2C=NC(=CC21)OC2=C(C=C(C=C2)NC2=NC=NC1=CC=C(C=C21)NC=2OC[C@H](N2)C(C)C)C